ClC1=C(C=C(C=C1)C#N)C1=CC=CC=C1 2-chloro-5-cyano-1,1'-biphenyl